4-((6-aminopyridin-3-yl)oxy)-N-(pyridin-2-yl)pyridin-2-amine NC1=CC=C(C=N1)OC1=CC(=NC=C1)NC1=NC=CC=C1